(2S,3S,4S,5R)-2-((S)-2-(trimethylsiloxy)propyl)tetrahydro-2H-pyran C[Si](O[C@H](C[C@H]1OCCCC1)C)(C)C